3,4-dihydroxy-6-methyl-benzaldehyde OC=1C=C(C=O)C(=CC1O)C